CC1=CCCCC1 3-methyl-2-cyclohexen